CC=1OC=C(N1)CCOC1=CC(=CC=2N(C=NC21)CC2OCC2)C(=O)O 4-(2-(2-methyloxazol-4-yl)ethoxy)-1-(oxetan-2-ylmethyl)-1H-benzo[d]imidazole-6-carboxylic acid